N-(1,3-dimethylbutylidene)-2-methyl-propane-2-sulfinamide CC(CC(C)C)=NS(=O)C(C)(C)C